OC(=O)C(F)(F)F.CN(C(=O)N1CCNCC1)CCC N-methyl-N-propylpiperazine-1-carboxamide TFA salt